C(O)(O)=O.ClC1=C(C)O1 epoxychloropropene carbonate